5-(4-chloro-benzyloxy)-[3,3']bipyridinyl-6,6'-diamine ClC1=CC=C(COC=2C=C(C=NC2N)C=2C=NC(=CC2)N)C=C1